2-(1,5-dimethyl-(1H-indazol-6-yl))-4,4,5,5-tetramethyl-1,3,2-dioxaborolan CN1N=CC2=CC(=C(C=C12)B1OC(C(O1)(C)C)(C)C)C